O1C=CC2=C1C=C(C=C2)CN(C(=O)[C@H]2N(CCC2)S(=O)(=NC)C2=CC=C(C=C2)C)C2CC1CC1CC2 (2S)-N-(benzofuran-6-ylmethyl)-N-(bicyclo[4.1.0]heptan-3-yl)-1-(N,4-dimethylphenylsulfonimidoyl)pyrrolidine-2-carboxamide